2-(4-(tert-butyl)-1H-1,2,3-triazole-1-yl)-N-(4-(6-methoxy-7-(piperidin-4-ylmethoxy)quinazolin-4-yl)phenyl)acetamide C(C)(C)(C)C=1N=NN(C1)CC(=O)NC1=CC=C(C=C1)C1=NC=NC2=CC(=C(C=C12)OC)OCC1CCNCC1